methyl 4-((2R,3S,4S,5R)-3-(2-((1-(tert-butoxycarbonyl)azetidin-3-yl)oxy)-3,4-difluorophenyl)-4,5-dimethyl-5-(trifluoromethyl)tetrahydrofuran-2-carboxamido)picolinate C(C)(C)(C)OC(=O)N1CC(C1)OC1=C(C=CC(=C1F)F)[C@H]1[C@@H](O[C@]([C@H]1C)(C(F)(F)F)C)C(=O)NC1=CC(=NC=C1)C(=O)OC